C(C)(=O)C1=CC2=C(N=C(N=C2)NC2=NC=C(C=C2)N(CCO)CCO)N(C1=O)C1CCCC1 6-acetyl-2-{5-[bis-(2-hydroxyethyl)-amino]-pyridin-2-ylamino}-8-cyclopentyl-8H-pyrido[2,3-d]Pyrimidin-7-one